((2R,6S)-4-acryloyl-2,6-dimethylpiperazin-1-yl)-7-(5-hydroxy-2-(trifluoromethyl)phenyl)-2-(((S)-1-methylpyrrolidin-2-yl)methoxy)quinazoline-6-carbonitrile C(C=C)(=O)N1C[C@H](N([C@H](C1)C)C1=NC(=NC2=CC(=C(C=C12)C#N)C1=C(C=CC(=C1)O)C(F)(F)F)OC[C@H]1N(CCC1)C)C